4-((E)-4-hydroxy-2-methylbut-2-enamido)butyl cinnamate C(C=CC1=CC=CC=C1)(=O)OCCCCNC(\C(=C\CO)\C)=O